calcium-strontium-aluminum-silicon [Si].[Al].[Sr].[Ca]